COC=CC=1C=CC(=NC1)C#N 5-(2-methoxyvinyl)pyridine-2-carbonitrile